COC1=CC=C(OC2=CC=C(C=C2)C(C)=O)C=C1 1-(4-(4-methoxyphenoxy)phenyl)ethanone